5-bromo-4-ethyl-6-methoxy-N,N-bis[(4-methoxyphenyl)methyl]Pyrimidin-2-amine BrC=1C(=NC(=NC1OC)N(CC1=CC=C(C=C1)OC)CC1=CC=C(C=C1)OC)CC